Methyl 3,5-dimethyldodecanoate CC(CC(=O)OC)CC(CCCCCCC)C